N-(2-((1r,3r,5r,7r)-adamantan-2-ylamino)ethyl)-2-(4-chloro-phenyl)-1-(2,4-dichloro-phenyl)-5-methyl-1H-imidazole-4-carboxamide C12C(C3CC(CC(C1)C3)C2)NCCNC(=O)C=2N=C(N(C2C)C2=C(C=C(C=C2)Cl)Cl)C2=CC=C(C=C2)Cl